2-methyl-2,7-Diazaspiro[3.5]nonane dihydrochloride Cl.Cl.CN1CC2(C1)CCNCC2